3-chloro-5-fluoro-7-methyl-1,2-benzothiazole-1,1-dioxide ClC1=NS(C2=C1C=C(C=C2C)F)(=O)=O